COC1=CC=C(C=N1)OC1CCN(CC1)C1=C(C=C(N=N1)C(=O)NC1CCCC2=CC=CC=C12)C 6-{4-[(6-methoxypyridin-3-yl)oxy]piperidin-1-yl}-5-methyl-N-(1,2,3,4-tetrahydronaphthalen-1-yl)pyridazine-3-carboxamide